2-[2-(aminomethyl)-3,3-difluoro-allyl]-4-[[5-[6-(trifluoromethyl)-3-pyridyl]-2-thienyl]methyl]-1,2,4-triazol-3-one NCC(CN1N=CN(C1=O)CC=1SC(=CC1)C=1C=NC(=CC1)C(F)(F)F)=C(F)F